CN(C1=CC=C(C=NNC(C2=CC=CC=C2)=O)C=C1)C N'-(4-(dimethylamino)benzylidene)benzohydrazide